NC1=NC(=C(C=C1C=1C=C2CCNC(C2=CC1)=O)C1=CC(=C(C=C1)N1CCN(CC1)C)N)F 6-(2-amino-5-(3-amino-4-(4-methylpiperazin-1-yl)phenyl)-6-fluoropyridin-3-yl)-3,4-dihydroisoquinolin-1(2H)-one